CN1C([C@@H](CC1)N1C(C2=CC(=C(C=C2C1)NC(=O)C=1C=NN2C1N=CC=C2)N2CCOCC2)=O)=O N-[2-[(3R)-1-methyl-2-oxo-pyrrolidin-3-yl]-6-morpholino-1-oxo-isoindolin-5-yl]pyrazolo[1,5-a]pyrimidine-3-carboxamide